COC(CCNC(C1=CC(=C(C=C1)C)Br)=O)=O 3-(3-bromo-4-methylbenzamido)propionic acid methyl ester